5-(3,4-dichlorophenoxy)-N-((4,5-dichlorothiophen-2-yl)sulfonyl)-1H-indole-2-carboxamide ClC=1C=C(OC=2C=C3C=C(NC3=CC2)C(=O)NS(=O)(=O)C=2SC(=C(C2)Cl)Cl)C=CC1Cl